2,6-diiodobenzoyl-formic acid IC1=C(C(=O)C(=O)O)C(=CC=C1)I